tert-butyl ((1S,3R)-3-((6-cyclopropyl-3-(isoxazol-5-yl)-2-methoxypyridin-4-yl)oxy)cyclopentyl)carbamate C1(CC1)C1=CC(=C(C(=N1)OC)C1=CC=NO1)O[C@H]1C[C@H](CC1)NC(OC(C)(C)C)=O